C(#N)C1=CC(=NC=N1)N1C=C(C2=C1N=CN=C2N2C[C@H](N(C[C@@H]2C)C(=O)OC(C)(C)C)C)CC(F)(F)F tert-butyl (2R,5S)-4-(7-(6-cyanopyrimidin-4-yl)-5-(2,2,2-trifluoroethyl)-7H-pyrrolo[2,3-d]pyrimidin-4-yl)-2,5-dimethylpiperazine-1-carboxylate